methacrylate (stearyl methacrylate) C(CCCCCCCCCCCCCCCCC)C=C(C(=O)O)C.C(C(=C)C)(=O)O